ClC1=C(C(=C(C(=O)O)C=C1)I)F 4-chloro-3-fluoro-2-iodobenzoic acid